OC=1C(=C(C(=NC1C)NC(OC)=O)C)C Methyl (5-hydroxy-3,4,6-trimethylpyridin-2-yl)carbamate